OC(CN1CCOCC1)C1=CN=C(S1)NC([O-])=O [5-(1-hydroxy-2-morpholino-ethyl)thiazol-2-yl]carbamate